(10-Aminodecyl)-2-(2-(1-methyl-1H-imidazol-5-yl)quinolin-4-yl)-1-(2-oxo-1,2,3,4-tetrahydroquinolin-6-yl)-1H-benzo[d]Imidazole-5-carboxamide hydrochloride Cl.NCCCCCCCCCCC1=C(C=CC=2N(C(=NC21)C2=CC(=NC1=CC=CC=C21)C2=CN=CN2C)C=2C=C1CCC(NC1=CC2)=O)C(=O)N